hexadecane-7,9-diol CCCCCCC(CC(CCCCCCC)O)O